3-[CYCLOPROPYL(ETHYL)AMINO]PROPANAL C1(CC1)N(CCC=O)CC